C(C)OC1=C(OCC(=O)O)C=CC(=C1)C=O (2-ETHOXY-4-FORMYLPHENOXY)ACETIC ACID